COCCOCC1=CC=C(N=N1)C(=O)O 6-((2-Methoxyethoxy)methyl)pyridazine-3-carboxylic acid